NC1=NC=NN2C1=NC=C2C=2C=C(C=CC2C)S(=O)(=O)N2C1CC(CC2CC1)O 8-{[3-(4-aminoimidazo[2,1-f][1,2,4]triazin-7-yl)-4-methylphenyl]sulfonyl}-8-azabicyclo[3.2.1]octan-3-ol